o-mercaptophenol SC1=C(C=CC=C1)O